C1(=CC=CC=C1)N1C(=CC=C1)C1=CC=CC=C1 1,2-diphenyl-pyrrole